(3-methyl-1H-pyrazol-5-yl)boronic acid CC1=NNC(=C1)B(O)O